C(C)(=O)N[C@H]1[C@H](O)O[C@@H]([C@@H]([C@@H]1O)O)CO N-acetyl-β-D-galactosamine